1,5,5-trimethyl-6-methylidenecyclohexene CC1=CCCC(C1=C)(C)C